CC1=NOC(=N1)C12CCC(CC1)(CC2)C=O 4-(3-methyl-1,2,4-oxadiazol-5-yl)bicyclo[2.2.2]octane-1-carbaldehyde